ClC1=C(C(=O)NC=2C(=NNC2)C(=O)NC2CCN(CC2)CC2=CC=C(C=C2)NC2C(NC(CC2)=O)=O)C(=CC=C1)Cl 4-(2,6-dichlorobenzamido)-N-(1-(4-((2,6-dioxopiperidin-3-yl)amino)benzyl)piperidin-4-yl)-1H-pyrazole-3-carboxamide